(3-{[2-(4-chlorophenyl)imidazo[1,2-a]pyridin-3-yl]methyl}-3,8-diazabicyclo[3.2.1]oct-8-yl)(4,5-dimethyl-1,3-thiazol-2-yl)methanone ClC1=CC=C(C=C1)C=1N=C2N(C=CC=C2)C1CN1CC2CCC(C1)N2C(=O)C=2SC(=C(N2)C)C